[(Z)-[amino(cyclopropyl)methylene]amino]4-[(1S)-1-[(2-amino-6-methyl-pyrimidin-4-yl)amino]ethyl]benzoate N\C(\C1CC1)=N/C1=C(C(=O)[O-])C=CC(=C1)[C@H](C)NC1=NC(=NC(=C1)C)N